2-bromo-4-fluoro-1-isothiocyanatobenzene BrC1=C(C=CC(=C1)F)N=C=S